1-(5-(((1S,2S)-2-(3-(2-chloro-4-fluorophenyl)azetidin-1-yl)cyclohexyl)oxy)-1-oxoisoindolin-2-yl)-3-azabicyclo[3.1.1]heptane-2,4-dione ClC1=C(C=CC(=C1)F)C1CN(C1)[C@@H]1[C@H](CCCC1)OC=1C=C2CN(C(C2=CC1)=O)C12C(NC(C(C1)C2)=O)=O